O1C=C(NC1)CO (R)-1,4-oxazoline-3-methanol